1-(4-(2-(4-(3-(6-cyano-5-(trifluoromethyl)pyridin-3-yl)-5,5-dimethyl-4-oxo-2-thioxoimidazolidin-1-yl)-2-ethylphenoxy)ethyl)piperazin-1-yl)cyclopropane-1-carboxamide hydrochloride Cl.C(#N)C1=C(C=C(C=N1)N1C(N(C(C1=O)(C)C)C1=CC(=C(OCCN2CCN(CC2)C2(CC2)C(=O)N)C=C1)CC)=S)C(F)(F)F